2-(1-methylcyclopropyl)-4,5,6,7-tetrahydro-[1,3]thiazolo[5,4-c]pyridine CC1(CC1)C=1SC=2CNCCC2N1